(R)-N-(1-(6,7-difluoro-4-oxo-3,4-dihydrophthalazin-1-yl)ethyl)-5,6-difluoro-N-methyl-1H-indole-2-carboxamide FC=1C=C2C(NN=C(C2=CC1F)[C@@H](C)N(C(=O)C=1NC2=CC(=C(C=C2C1)F)F)C)=O